C1(=CC=C(C=C1)C(C(C)(N)C)=O)C1=CC=CC=C1 1-(biphenyl-4-yl)-2-methyl-2-aminopropane-1-one